ClC1=CC=2N(C3=CC(=CC=C3C2C=C1)Cl)C1=C(N)C=CC=C1 2-(2,7-dichloro-9H-carbazole-9-yl)aniline